C(N)(=O)C1(CCC1)NC(=O)C1=C(OC2=C1C=C(C=C2)OC(C)C2=CC=CC=C2)C N-(1-carbamoyl-cyclobutyl)-2-methyl-5-(1-phenylethoxy)benzofuran-3-carboxamide